O=C1NC(CCC1N1C(C2=CC=C(C=C2C1=O)NCCOCCN1CCN(CC1)CCOCCNC(OC(C)(C)C)=O)=O)=O 1-Tert-butyl N-[2-[2-[4-[2-[2-[[2-(2,6-dioxo-3-piperidyl)-1,3-dioxo-isoindolin-5-yl]amino] ethoxy]ethyl]piperazin-1-yl]ethoxy]ethyl]carbamate